(2-isopropylpyridin-3-yl)-3-methoxy-5,6,7,8-tetrahydroimidazo[1,5-a]pyrazine C(C)(C)C1=NC=CC=C1C=1N=C(N2C1CNCC2)OC